1-(3-(6-(4-fluorophenyl)-4-(1-methyl-1H-pyrazol-3-yl)pyridin-3-yl)-3-hydroxyazetidin-1-yl)prop-2-en-1-one FC1=CC=C(C=C1)C1=CC(=C(C=N1)C1(CN(C1)C(C=C)=O)O)C1=NN(C=C1)C